BrC1=CC=C(C(=C1CO)F)OC (6-bromo-2-fluoro-3-methoxyphenyl)methanol